4-(bromomethyl)picolinenitrile BrCC1=CC(=NC=C1)C#N